5-(3-((7-Ethyl-6-oxo-5,6-dihydro-1,5-naphthyridin-3-yl)methyl)-3,6-diazabicyclo[3.1.1]heptane-6-yl)-N-methylpyridineamide C(C)C=1C(NC=2C=C(C=NC2C1)CN1CC2N(C(C1)C2)C=2C=CC(=NC2)C(=O)NC)=O